3-(4-((5-methyl-1H-pyrazol-3-yl)amino)-7-(4-methylpiperazin-1-yl)quinazolin-2-yl)phenol CC1=CC(=NN1)NC1=NC(=NC2=CC(=CC=C12)N1CCN(CC1)C)C=1C=C(C=CC1)O